OC1(CCN(C2(CC2)C1)C(=O)NC=1C(=NNC1)C1=CC2=C(C=N1)C(=NN2CC(C)C)N2CC(C2)OC)C(F)(F)F 7-Hydroxy-N-[3-[3-(3-methoxyazetidin-1-yl)-1-(2-methylpropyl)pyrazolo[4,3-c]pyridin-6-yl]-1H-pyrazol-4-yl]-7-(trifluoromethyl)-4-azaspiro[2.5]octane-4-carboxamide